4-[benzyl-(methyl)amino]benzoic acid (3-acetamido-6-acetyl-2-nitro-phenyl) ester C(C)(=O)NC=1C(=C(C(=CC1)C(C)=O)OC(C1=CC=C(C=C1)N(C)CC1=CC=CC=C1)=O)[N+](=O)[O-]